OCC1CCC(O1)=O dihydro-5-(hydroxymethyl)-2(3H)-furanone